FC(C=1C(=C(C=CC1)[C@@H](C#C)NC=1C=2C(N=C(N1)C)=CC(N(C2)C2CC1(CN(C1)C)C2)=O)C)F (R)-4-((1-(3-(difluoromethyl)-2-methylphenyl)prop-2-yn-1-yl)amino)-2-methyl-6-(2-methyl-2-azaspiro[3.3]heptan-6-yl)pyrido[4,3-d]pyrimidin-7(6H)-one